FC(C(=O)O)(F)F.N1=CC(=CC=C1)O Pyridin-3-ol trifluoroacetate salt